6-fluoro-N-methyl-5-((1-((3-methyl-2,4-dioxo-1,2,3,4-tetrahydrothieno[3,2-d]pyrimidin-6-yl)methyl)pyrrolidin-3-yl)oxy)picolinamide FC1=C(C=CC(=N1)C(=O)NC)OC1CN(CC1)CC1=CC=2NC(N(C(C2S1)=O)C)=O